S(=O)(=O)(O)O.OC=1C=C(C=CC1)C(CNC)=O 1-(3-hydroxyphenyl)-2-(methylamino)ethanone sulfate